N1=CC(=CC(=C1)C(=O)O)C=1CCNCC1.FC=1C(=CC(=NC1)OC)C1=CC(=NN1)C(=O)N1CCC(CC1)C(=O)NC12CCC(CC1)(C2)O 1-[5-(5-fluoro-2-methoxypyridin-4-yl)-1H-pyrazole-3-carbonyl]-N-{4-hydroxybicyclo[2.2.1]heptan-1-yl}piperidine-4-carboxamide 1',2',3',6'-tetrahydro-[3,4'-bipyridine]-5-carboxylate